3-({3-[(2R)-2-(4-chlorophenyl)-2-hydroxy(2-2H)ethyl]-1,2,4-oxadiazol-5-yl}methyl)-5-methyl-1,2,3,4-tetrahydropyrimidine-2,4-dione ClC1=CC=C(C=C1)[C@](CC1=NOC(=N1)CN1C(NC=C(C1=O)C)=O)([2H])O